[N-](S(=O)(=O)C(F)(F)F)S(=O)(=O)C(F)(F)F.C(C(C)C)[N+]1=CC=C(C=C1)C i-butyl-4-methylpyridinium bis(trifluoromethanesulfonyl)imide